ClC=1C(=C(C=CC1OC[C@H]1OCCCC1)NC=1C2=C(N=CN1)C=CC(=N2)O[C@@H]2CNCC2)F N-(3-chloro-2-fluoro-4-(((S)-tetrahydro-2H-pyran-2-yl)methoxy)phenyl)-6-(((S)-pyrrolidin-3-yl)oxy)pyrido[3,2-d]pyrimidin-4-amine